4-nitrophenyl(2-(2-methoxyethoxy)ethyl)carbamate [N+](=O)([O-])C1=CC=C(C=C1)N(C([O-])=O)CCOCCOC